5-[({1-[4-(trifluoromethyl)phenyl]cyclopropyl}carbonyl)amino]benzoic acid FC(C1=CC=C(C=C1)C1(CC1)C(=O)NC=1C=CC=C(C(=O)O)C1)(F)F